N-[3-cyano-2-(2-methoxypyridin-4-yl)-2H-indazol-6-yl]-N'-[(pyridin-4-yl)methyl]urea C(#N)C=1N(N=C2C=C(C=CC12)NC(=O)NCC1=CC=NC=C1)C1=CC(=NC=C1)OC